FC(C1=CC=C(C=N1)C1CC2(CN(C2)C(=O)N2CC3(C2)CN(C3)CC3=CC=C(C=C3)S(=O)(=O)C(F)(F)F)C1)(F)F [6-[6-(trifluoromethyl)-3-pyridinyl]-2-azaspiro[3.3]heptan-2-yl]-[6-[[4-(trifluoromethylsulfonyl)phenyl]methyl]-2,6-diazaspiro[3.3]heptan-2-yl]methanone